2-(tert-butyl)-7-(3-(2-methoxypyridin-3-yl)pyrazolo[1,5-a]pyrimidin-5-yl)-5,6,7,8-tetrahydro-2,7-naphthyridin-1(2H)-one C(C)(C)(C)N1C(C=2CN(CCC2C=C1)C1=NC=2N(C=C1)N=CC2C=2C(=NC=CC2)OC)=O